C12(CC(C1)C2)N2N=NC(=C2)C(C(=O)[O-])C2=C1C=CN(C(C1=CC=C2)=O)C [1-(Bicyclo[1.1.1]pentan-1-yl)-1H-1,2,3-triazol-4-yl](2-methyl-1-oxo-1,2-dihydroisoquinolin-5-yl)acetate